2-(7-fluoro-1-(2-(methylsulfonyl)ethyl)-2-oxo-1,2-dihydroquinolin-8-yl)acetaldehyde FC1=CC=C2C=CC(N(C2=C1CC=O)CCS(=O)(=O)C)=O